BrC=1C=C(C(N(C1)C1CC1)=O)C(=O)O 5-bromo-1-cyclopropyl-2-oxopyridine-3-carboxylic acid